C(C(=C)C)(=O)OCCCCCCCCCCCCCCCCCCCCCCCC lignoceryl methacrylate